C(C)(C)N1N=CC(=C1)C=1C=C(C=C(C1)C=1C=NN(C1)C)C1(CC1)NC(C1=C(C=CC(=C1)N1C[C@H]2CC[C@@H](C1)N2C)C)=O N-(1-(3-(1-isopropyl-1H-pyrazol-4-yl)-5-(1-methyl-1H-pyrazol-4-yl)phenyl)-cyclopropyl)-2-methyl-5-((1R,5S)-8-methyl-3,8-diazabicyclo[3.2.1]octan-3-yl)benzamide